carbamic acid tert-butyl-oxalate C(C)(C)(C)OC(C(=O)O)=O.C(N)(O)=O